4,4-Difluoro-2-(4-fluorophenyl)-N-{4-[4-{[(3S)-oxolan-3-yl]oxy}-7-(pyridin-2-yl)-5H-pyrrolo[3,2-d]pyrimidin-6-yl]pyridin-2-yl}butanamid FC(CC(C(=O)NC1=NC=CC(=C1)C1=C(C=2N=CN=C(C2N1)O[C@@H]1COCC1)C1=NC=CC=C1)C1=CC=C(C=C1)F)F